ClC1=CC=C(C=C1)CNC(=O)C=1C(=NC(=CC1SCC)N1[C@@H](COCC1)C)C N-[(4-Chlorophenyl)-methyl]-4-ethylsulfanyl-2-methyl-6-[(3R)-3-methyl-morpholin-4-yl]-pyridine-3-carboxylic acid amide